FC(OC1=CC=C(C=C1)C=1C=C(N=NC1)NCC12CCC(CC1)(CC2)C2=NOC(=N2)C(C)(C)F)F 5-(4-(difluoromethoxy)phenyl)-N-((4-(5-(2-fluoropropan-2-yl)-1,2,4-oxadiazol-3-yl)bicyclo[2.2.2]octan-1-yl)methyl)pyridazin-3-amine